N-[4-(3-chloro-2-fluoro-anilino)-7-[2-[(3R)-1,3-dimethylpyrrolidin-3-yl]ethynyl]quinazolin-6-yl]-2-diethoxyphosphoryl-acetamide ClC=1C(=C(NC2=NC=NC3=CC(=C(C=C23)NC(CP(=O)(OCC)OCC)=O)C#C[C@@]2(CN(CC2)C)C)C=CC1)F